NC1=C(C=C(C=C1)C1=NN(C(=C1C(=O)N)NC1=NC=C(N=C1)C)COCC[Si](C)(C)C)O[C@@H](C)C1=CC=C(C=C1)F 3-{4-amino-3-[(1S)-1-(4-fluorophenyl)ethoxy]phenyl}-5-[(5-methylpyrazin-2-yl)amino]-1-{[2-(trimethylsilyl)ethoxy]methyl}-1H-pyrazole-4-carboxamide